tertiary butyl-anthraquinone C(C)(C)(C)C1=CC=CC=2C(C3=CC=CC=C3C(C12)=O)=O